C1(CCCC1)SSC1CCCC1 Cyclopentyldisulfide